2,5-dichloro-6-[(R)-2-((R)-3-chloro-2-hydroxy-propoxy)-1-methyl-ethylamino]-pyrimidine-4-carboxylic acid methyl ester COC(=O)C1=NC(=NC(=C1Cl)N[C@@H](COC[C@H](CCl)O)C)Cl